FC1=CC(=CC2=C1N=C(S2)C2CCNCC2)C2=CC1=CN(N=C1C(=C2)C#N)C 5-[4-fluoro-2-(piperidin-4-yl)-1,3-benzothiazol-6-yl]-2-methyl-2H-indazole-7-carbonitrile